BrC=1C(=C(C=CC1)NC(=O)C=1SC(=CN1)C(OC)OC)C N-(3-bromo-2-methylphenyl)-5-(dimethoxymethyl)thiazole-2-carboxamide